1,6-bis(oxiranylmethoxy)naphthalene O1C(C1)COC1=CC=CC2=CC(=CC=C12)OCC1OC1